tert-butyl (2R,3S,4S)-4-[(tert-butoxycarbonyl)oxy]-3-({[5-(imidazol-1-yl)pentyl]carbamoyl}oxy)-2-[(4-methoxyphenyl)methyl]pyrrolidine-1-carboxylate C(C)(C)(C)OC(=O)O[C@@H]1[C@H]([C@H](N(C1)C(=O)OC(C)(C)C)CC1=CC=C(C=C1)OC)OC(NCCCCCN1C=NC=C1)=O